BrC1=CC(=C(COC2=NSC(=C2)NC2=NN(N=C2)CCCN(C)C)C(=C1)F)F 3-((4-bromo-2,6-difluorobenzyl)oxy)-5-((2-(3-(dimethylamino)propyl)-2H-1,2,3-triazol-4-yl)amino)isothiazole